2-azabicyclo[2.2.1]heptan-4-ylmethanol C12NCC(CC1)(C2)CO